6-Methyl-2-(4-((4-(2-(N-methylmethylsulfonamido)benzamido)phenyl)sulfonyl)piperazin-1-yl)pyrimidine-4-carboxylic acid CC1=CC(=NC(=N1)N1CCN(CC1)S(=O)(=O)C1=CC=C(C=C1)NC(C1=C(C=CC=C1)N(S(=O)(=O)C)C)=O)C(=O)O